ClC=1C(=C(C=C(C1)C1=C(C=CC=C1C)C)[C@H](CC(=O)O)NC(C(CC(C)C)N1C(C=C(C(=C1)CCN(C)C)C(F)(F)F)=O)=O)F (3S)-3-(5-chloro-4-fluoro-2',6'-dimethyl-[1,1'-biphenyl]-3-yl)-3-(2-(5-(2-(dimethylamino)ethyl)-2-oxo-4-(trifluoromethyl)pyridin-1(2H)-yl)-4-methylpentanamido)propanoic acid